N-(4-(4-aminophenyl)pyrimidin-2-yl)-3,5-bis(trifluoromethyl)benzamide NC1=CC=C(C=C1)C1=NC(=NC=C1)NC(C1=CC(=CC(=C1)C(F)(F)F)C(F)(F)F)=O